ClC1=CC(=C(C=N1)C(C)N1C[C@@H](N(C[C@H]1CC)C=1C=2C(N(C(C1)=O)C)=CN(N2)CC#N)CC)C(F)(F)F 2-(7-((2S,5R)-4-(1-(6-chloro-4-(trifluoromethyl)pyridin-3-yl)ethyl)-2,5-diethylpiperazin-1-yl)-4-methyl-5-oxo-4,5-dihydro-2H-pyrazolo[4,3-b]pyridin-2-yl)acetonitrile